COC1=CC=C(C=C1)C(OC[C@H]1O[C@H](C(C1O)OC)N1C2=NC=NC(=C2N=C1)Cl)(C1=CC=CC=C1)C1=CC=C(C=C1)OC (2R,5R)-2-[[bis(4-methoxyphenyl)-phenyl-methoxy]methyl]-5-(6-chloropurin-9-yl)-4-methoxy-tetrahydrofuran-3-ol